Cl.FC=1C=C2CCC(OC2=CC1)C(CNCC(C1OC2=CC=C(C=C2CC1)F)O)O bis[2-(6-fluoro-chroman-2-yl)-2-hydroxyethyl]amine hydrochloride